O1CCC(CC1)N1C(NC(=CC1=O)N[C@H]1CCCC2=CC=CC=C12)=O (S)-3-(4-tetrahydropyranyl)-6-((1,2,3,4-tetrahydro-1-naphthyl)amino)pyrimidine-2,4(1H,3H)-dione